Methyl 12-((2-(4-(N-(2-(dinonylamino)ethyl)-N-nonylglycyl)piperazin-1-yl)-2-oxoethyl)(tetradecyl)amino)dodecanoate C(CCCCCCCC)N(CCN(CC(=O)N1CCN(CC1)C(CN(CCCCCCCCCCCC(=O)OC)CCCCCCCCCCCCCC)=O)CCCCCCCCC)CCCCCCCCC